C(CCCCC)(=O)[O-].[Sn+2].C(CCCCC)(=O)[O-] tin (II) caproate